1-deoxy-1-fluoro-fructose FCC(=O)[C@@H](O)[C@H](O)[C@H](O)CO